O(C(C)C)C1=C2C=CNC2=CC(=C1)OC(C)C 4,6-diisopropoxylindole